COO[Si](C)(C)C(C)(C)C t-butyldimethylsilyloxy methyl ether